(1S)-6-chloro-2-[4-methyl-6-(trifluoromethyl)-1,3,5-triazin-2-yl]-1-{[(3R)-oxan-3-yl]methyl}-2,3,4,9-tetrahydro-1H-pyrido[3,4-b]indole ClC=1C=C2C3=C(NC2=CC1)[C@@H](N(CC3)C3=NC(=NC(=N3)C)C(F)(F)F)C[C@@H]3COCCC3